O([C@H]1[C@H](O)[C@@H](O)[C@H](O)[C@H](O1)CO)CCCCCCCC octyl β-D-glucopyranosid